ClC1=C(CCC2=CC(=NN2)C2=C(N)C=CC=C2)C(=C(C=C1OC)OC)Cl 2-(5-(2,6-dichloro-3,5-dimethoxyphenethyl)-1H-pyrazol-3-yl)aniline